8-[6-[3-(Azetidin-1-yl)propoxy]-2-fluoro-3-pyridyl]-7-fluoro-1-isopropyl-3-methylimidazo[4,5-c]chinolin-2-on N1(CCC1)CCCOC1=CC=C(C(=N1)F)C1=CC=2C3=C(C=NC2C=C1F)N(C(N3C(C)C)=O)C